FC([C@H]1N(C(SC1)=O)C=1N=C2N(CCOC3=C2C=CC(=C3)N3[C@@H](CCC3)C(=O)N)C1)F (S)-1-(2-((R)-4-(difluoromethyl)-2-oxothiazolidin-3-yl)-5,6-dihydrobenzo[f]imidazo[1,2-d][1,4]oxazepin-9-yl)pyrrolidine-2-carboxamide